(Z)-2-(5-methoxy-2-fluorophenyl)-3-(2-chlorophenyl)acrylonitrile COC=1C=CC(=C(C1)/C(/C#N)=C/C1=C(C=CC=C1)Cl)F